C(C)(C)(C)OC(=O)N1CCC(CC1)(C=1N=NN(C1)[C@@H]1CC[C@H](CC1)C1=NN=C(N1C)COC1=CC(=CC=C1)C(C)C)F 4-fluoro-4-{1-[trans-4-(4-methyl-5-{[3-(prop-2-yl)phenoxy]methyl}-4H-1,2,4-triazol-3-yl)cyclohexyl]-1H-1,2,3-triazol-4-yl}piperidine-1-carboxylic acid tert-butyl ester